(E)-cinnamic acid chloride C(\C=C\C1=CC=CC=C1)(=O)Cl